CC=1C=C2C(C(NC2=CC1)(CC1=NC2=CC=CC=C2C=C1)C1=CC=CC=C1)=O 5-methyl-2-phenyl-2-(2-quinolylmethyl)indolin-3-one